N-(5-((6-(3-cyanophenyl)-8-methyl-7-oxo-7,8-dihydropyrido[2,3-d]pyrimidin-2-yl)amino)-2-((2-(dimethylamino)ethyl)(methyl)amino)-4-methoxyphenyl)acrylamide C(#N)C=1C=C(C=CC1)C1=CC2=C(N=C(N=C2)NC=2C(=CC(=C(C2)NC(C=C)=O)N(C)CCN(C)C)OC)N(C1=O)C